C(C)(=O)C1=CC=C(C=C1)[N+]1=CC=CC=C1 N-(p-acetylphenyl)pyridinium